5-bromo-1-ethyl-1H-pyrazole BrC1=CC=NN1CC